2-(4-(6-bromo-8-fluoroquinazolin-2-yl)cyclohexyl)propan-2-ol BrC=1C=C2C=NC(=NC2=C(C1)F)C1CCC(CC1)C(C)(C)O